(S)-2-(1-cyclopropyl-1H-pyrazol-4-yl)morpholine hydrochloride Cl.C1(CC1)N1N=CC(=C1)[C@H]1CNCCO1